[Cl-].O(C1=CC=CC=C1)CC1=CC=C(C=C1)[C@H](C)[NH3+] (1S)-1-[4-(Phenoxymethyl)phenyl]ethan-1-aminium chloride